C(C)N(C1CCC(CC1)C=1C=C2C(=C(NC2=CC1)C=1C=C(C=2N(C1)N=CN2)OC)C(C)C)C N-Ethyl-4-(3-isopropyl-2-(8-methoxy-[1,2,4]triazolo[1,5-a]pyridin-6-yl)-1H-indol-5-yl)-N-methylcyclohexan-1-amin